tert-butyl ((cis)-3-(bromomethyl)cyclohexyl)carbamate BrC[C@H]1C[C@H](CCC1)NC(OC(C)(C)C)=O